(S)-3-(2-amino-3-chloropyridine-4-yl)-7-(5-amino-5,7-dihydrospiro[cyclopenta[c]pyridine-6,4'-piperidine]-1'-yl)pteridine-2,4(1H,3H)-dione NC1=NC=CC(=C1Cl)N1C(NC2=NC(=CN=C2C1=O)N1CCC2(CC1)[C@@H](C1=C(C=NC=C1)C2)N)=O